CN(CCNC1N(C(=C(C=C1[N+](=O)[O-])N)OC)C)C N2-(2-(dimethylamino)ethyl)-6-methoxy-N1-methyl-3-nitropyridin-2,5-diamine